N-((2R)-1-(8,10-dioxo-7-phenyl-3,9-diazaspiro[5.5]-undecan-3-yl)-3-methyl-1-oxobutan-2-yl)-2-fluoro-5-methylbenzamide O=C1C(C2(CCN(CC2)C([C@@H](C(C)C)NC(C2=C(C=CC(=C2)C)F)=O)=O)CC(N1)=O)C1=CC=CC=C1